SCC(CO)O 3-mercapto-1,2-propylene glycol